C(CCC)[Si](C)(C)OCC1=C(C=C(C=C1)[N+](=O)[O-])I Z-butyl((2-iodo-4-nitrobenzyl)oxy)dimethylsilane